8-amino-2-(4-(heptyloxy)-3-methylphenyl)-7-(naphthalen-1-ylmethyl)-5-oxo-thiazolo[3,2-a]pyridine-3-carboxylic acid NC1=C2N(C(C=C1CC1=CC=CC3=CC=CC=C13)=O)C(=C(S2)C2=CC(=C(C=C2)OCCCCCCC)C)C(=O)O